ClC=1C=CC=C2C(=NNC12)C(=O)N1CC=2C(CC1)=C(N(N2)C)C2=CC=CC=C2 (7-chloro-1H-indazol-3-yl)(2-methyl-3-phenyl-2,4,5,7-tetrahydro-6H-pyrazolo[3,4-c]pyridin-6-yl)methanone